tert-butyl (2S,3R)-3-((tert-butyldimethylsilyl)oxy)-2-(2-methoxybenzyl)pyrrolidine-1-carboxylate [Si](C)(C)(C(C)(C)C)O[C@H]1[C@@H](N(CC1)C(=O)OC(C)(C)C)CC1=C(C=CC=C1)OC